di(4-octadecyl) terephthalate C(C1=CC=C(C(=O)OC(CCC)CCCCCCCCCCCCCC)C=C1)(=O)OC(CCC)CCCCCCCCCCCCCC